CN1C(=CC=CC1=O)CC1=CC(=NC=C1)NC(OC(C)(C)C)=O Tert-butyl (4-((1-methyl-6-oxo-1,6-dihydropyridin-2-yl)methyl)pyridin-2-yl)-carbamate